isostearoyl-cholesterol C(CCCCCCCCCCCCCCC(C)C)(=O)CC(C)CCC[C@@H](C)[C@H]1CC[C@H]2[C@@H]3CC=C4C[C@@H](O)CC[C@]4(C)[C@H]3CC[C@]12C